C(C=C)(=O)SC(CSC=1SC(=NN1)SCC)C 2-acryloylthio-n-propylthio-5-ethylthio-1,3,4-thiadiazole